NC1=CC=C(C=C1)S(=O)(=O)NNC(CC1=CC=CC=C1)=O 4-amino-N'-(2-phenylacetyl)benzenesulfonohydrazide